F[C@@H]\1[C@@H]2CCC[C@H](C/C1=C\C=1N=CC(=NC1)C=1C=C3C=CN=CC3=CC1O)N2 6-(5-((E)-((1S,2S,5R)-2-fluoro-9-azabicyclo[3.3.1]non-3-ylidene)methyl)pyrazin-2-yl)isoquinolin-7-ol